ClC1=CC=2C(=NN(N2)C2=C(C(=CC(=C2)C)C(C)(C)C)O)C=C1 2-(5-chloro-2H-benzotriazole-2-yl)-6-(1,1-dimethylethyl)-4-methyl-phenol